[Na+].C(N(CC(=O)[O-])CC(=O)[O-])CN(CC(=O)[O-])CC(=O)[O-].[Na+].[Na+].[Na+] edetate sodium salt